4-cyano-3-(trifluoromethyl)benzenesulfonyl chloride C(#N)C1=C(C=C(C=C1)S(=O)(=O)Cl)C(F)(F)F